7-[1-(1-Cyano-4-piperidyl)-5-methyl-triazol-4-yl]-5-[1-(5-fluoro-2-pyridyl)-2-hydroxy-ethoxy]imidazo[1,2-a]pyridine-3-carbonitrile C(#N)N1CCC(CC1)N1N=NC(=C1C)C1=CC=2N(C(=C1)OC(CO)C1=NC=C(C=C1)F)C(=CN2)C#N